BrC1=C2C=CN(C2=CC=C1)CC(=O)OC(C)(C)C tert-butyl 2-(4-bromo-1H-indol-1-yl)acetate